(1-(7-(8-ethyl-7-fluoro-3-hydroxynaphthalen-1-yl)-8-fluoro-2-(((2R,7aS)-2-fluorohexahydro-1H-pyrrolizin-7a-yl)methoxy)pyrido[4,3-d]pyrimidin-4-yl)azocan-3-yl)dimethylphosphine oxide C(C)C=1C(=CC=C2C=C(C=C(C12)C1=C(C=2N=C(N=C(C2C=N1)N1CC(CCCCC1)P(C)(C)=O)OC[C@]12CCCN2C[C@@H](C1)F)F)O)F